ClC=1C(=CC(=NC1)OC)C1=CC(=NN1)C(=O)N1CCC(CC1)C(=O)NCC(C1=CC=CC=C1)(F)F 1-(5-(5-chloro-2-methoxypyridin-4-yl)-1H-pyrazole-3-carbonyl)-N-(2,2-difluoro-2-phenylethyl)piperidine-4-carboxamide